ClC=1N=C(NC1[C@H]1[C@H](CN(CC1)S(=O)(=O)C1=NN=C(S1)N)C)C1=NC=C(C=C1)F 5-[[(3R,4R)-4-[4-Chloro-2-(5-fluoro-2-pyridyl)-1H-imidazol-5-yl]-3-methyl-1-piperidyl]sulfonyl]-1,3,4-thiadiazol-2-amine